3-(isodecyloxy)-1-propanamine acetate C(C)(=O)O.C(CCCCCCC(C)C)OCCCN